9-benzyl-4-methylsulfonylaminomethoxy-carbazole-5-carboxamide C(C1=CC=CC=C1)N1C=2C=CC=C(C2C=2C(=CC=CC12)OCNS(=O)(=O)C)C(=O)N